(R)-N-(3-(3'-chloro-6-methoxy-5-((((5-oxopyrrolidin-2-yl)methyl)amino)methyl)-[2,4'-bipyridin]-2'-yl)-2-methylphenyl)-5-(((3-fluoropropyl)amino)methyl)-4-methoxypicolinamide ClC=1C(=NC=CC1C1=NC(=C(C=C1)CNC[C@@H]1NC(CC1)=O)OC)C=1C(=C(C=CC1)NC(C1=NC=C(C(=C1)OC)CNCCCF)=O)C